FC=1C=C(C=CC1B1OC(C(O1)(C)C)(C)C)C=1CCN(CC1)C 4-(3-Fluoro-4-(4,4,5,5-tetramethyl-1,3,2-dioxaborolan-2-yl)phenyl)-1-methyl-1,2,3,6-tetrahydropyridine